bis-[4-(1-naphthalenesulfonyloxy)phenyl]urea C1(=CC=CC2=CC=CC=C12)S(=O)(=O)OC1=CC=C(C=C1)NC(NC1=CC=C(C=C1)OS(=O)(=O)C1=CC=CC2=CC=CC=C12)=O